FC1=C(C=C(C(=C1)OC)NC1=NC=NC(=C1)N1OCC[C@@H]1C1=CC(=C(C=C1)C)OCC1=CC(=CC=C1)F)NC(C=C)=O (R)-N-(2-fluoro-5-((6-(3-(3-((3-fluorobenzyl)oxy)-4-methylphenyl)-isoxazolidin-2-yl)-pyrimidin-4-yl)-amino)-4-methoxy-phenyl)acrylamide